3-acryloxypropyl-(methyl)diethoxysilane C(C=C)(=O)OCCC[Si](OCC)(OCC)C